N-((1'S,2'R,3'S)-2'-formyl-4''-methyl-5'-phenyl-3',4'-dihydro-[1,1':3',1''-terphenyl]-1'(2'H)-yl)-4-methylbenzenesulfonamide C(=O)[C@H]1[C@@](C=C(C[C@@H]1C1=CC=C(C=C1)C)C1=CC=CC=C1)(C1=CC=CC=C1)NS(=O)(=O)C1=CC=C(C=C1)C